C(C)(C)NC=1OC2=C(N1)C=C(C=C2)C2OC(C(O2)(C)C)(C)C N-isopropyl-5-(4,4,5,5-tetramethyl-1,3-dioxolan-2-yl)benzo[d]oxazol-2-amine